FC(C(=O)O)(F)F.NCC1=CC=C(C=C1)C(=N)NC(OCC(C)C)=O isobutyl ((4-(aminomethyl)phenyl)(imino)methyl)carbamate trifluoroacetate salt